rac-3-(3,4-difluoro-2-methoxy-phenyl)-4,5,5-trimethyl-tetrahydrofuran-2-ol FC=1C(=C(C=CC1F)C1C(OC(C1C)(C)C)O)OC